2-bromo-5-((4-methoxybenzyl)oxy)isonicotinonitrile BrC=1C=C(C#N)C(=CN1)OCC1=CC=C(C=C1)OC